3-(isoxazol-4-yl)-5-methoxyaniline O1N=CC(=C1)C=1C=C(N)C=C(C1)OC